NC1=NC=C(C=C1O[C@H](C)C=1C=C(C=CC1)NC(=O)C=1C=CC2=C(S(C=C2)(=O)=O)C1)Cl (R)-N-(3-(1-((2-Amino-5-chloropyridin-3-yl)oxy)ethyl)phenyl)benzo[b]thiophen-6-carboxamid-1,1-dioxid